o-Tolylboronic acid B(C1=CC=CC=C1C)(O)O